N1=C2C(=NC=C1)N=CC(=C2)C(CC(=O)O)N2N=CC1=CC(=CC=C21)OCCC2=NC=1NCCCC1C=C2 3-(Pyrido[2,3-b]pyrazin-7-yl)-3-(5-(2-(5,6,7,8-tetrahydro-1,8-naphthyridin-2-yl)ethoxy)-1H-indazol-1-yl)propanoic acid